CC1=NN(C2=C1CNCC2)CCC21CCC(CC2)(CC1)NC(OC(C)(C)C)=O tert-butyl (4-(2-(3-methyl-4,5,6,7-tetrahydro-1H-pyrazolo[4,3-c]pyridin-1-yl)ethyl)bicyclo[2.2.2]octan-1-yl)carbamate